tert-butyl N-[3-formylbicyclo[1.1.1]pentan-1-yl]carbamate C(=O)C12CC(C1)(C2)NC(OC(C)(C)C)=O